2-(2-{2-[1'-(1-acetylpiperidin-4-yl)-5'-fluoro-1H,1'H-[4,6'-biindazol]-1-yl]acetamido}acetamido)acetic acid C(C)(=O)N1CCC(CC1)N1N=CC2=CC(=C(C=C12)C=1C=2C=NN(C2C=CC1)CC(=O)NCC(=O)NCC(=O)O)F